4-[(2-fluoro-4-iodophenyl)amino]-1-methyl-6-oxo-1,6-dihydropyridine-3-carboxylic acid FC1=C(C=CC(=C1)I)NC=1C(=CN(C(C1)=O)C)C(=O)O